BrC1=NN2C(NC3=C(C2=O)C2(CCN(CC2)C(=O)OC(C)(C)C)CC3)=N1 tert-Butyl 2-bromo-8-oxo-4,5,6,8-tetrahydrospiro[cyclopenta[d][1,2,4]triazolo[1,5-a]pyrimidine-7,4'-piperidine]-1'-carboxylate